6-fluoro-2-methyl-3-(3-(2-methyl-6-oxo-1,6-dihydropyridin-3-yl)-4-oxo-6-(trifluoromethyl)-3,4-dihydroquinazolin-1(2H)-yl)benzonitrile FC1=CC=C(C(=C1C#N)C)N1CN(C(C2=CC(=CC=C12)C(F)(F)F)=O)C1=C(NC(C=C1)=O)C